2-benzyl-7-[2-(3-chloro-2-pyridyl)-5-(2,2,2-trifluoroethoxy)pyrazol-3-yl]-5-methyl-pyrazolo[3,4-f][3,1]benzoxazin-9-one C(C1=CC=CC=C1)N1N=C2C(C=C(C3=C2C(OC(=N3)C=3N(N=C(C3)OCC(F)(F)F)C3=NC=CC=C3Cl)=O)C)=C1